(S)-N-(5-(1H-indazol-5-yl)thiazol-2-yl)-1-cyanopyrrolidine-3-carboxamide N1N=CC2=CC(=CC=C12)C1=CN=C(S1)NC(=O)[C@@H]1CN(CC1)C#N